3-(difluoromethyl)-N'-(4-(4-fluorophenoxy)phenyl)-1-methyl-1H-pyrazole-4-hydrazide FC(C1=NN(C=C1C(=O)NNC1=CC=C(C=C1)OC1=CC=C(C=C1)F)C)F